FC=1C=2N(C=C(C1)C=1N=C3N(C(N1)=O)C=C(C=C3)N3CCN(CC3)C(=O)OC(C)(C)C)C=C(N2)C tert-butyl 4-(2-(8-fluoro-2-methylimidazo[1,2-a]pyridin-6-yl)-4-oxo-4H-pyrido[1,2-a][1,3,5]triazin-7-yl)piperazine-1-carboxylate